5-{2-[2-(3,7-dimethylisoquinoline-5-sulfonamido)phenyl]ethynyl}pyridine-2-carboxylic acid CC=1N=CC=2C=C(C=C(C2C1)S(=O)(=O)NC1=C(C=CC=C1)C#CC=1C=CC(=NC1)C(=O)O)C